CC(CCCOC=1C(C=CN2N[C@H]3N(C(C21)=O)CCOC3)=O)C (R)-7-(4-methyl-1-pentoxy)-3,4,12,12A-tetrahydro-1H-[1,4]oxazino[3,4-C]pyrido[2,1-F][1,2,4]triazine-6,8-dione